2,3-ditetradecyloxy-propyl-(2-hydroxyethyl)-dimethylammonium C(CCCCCCCCCCCCC)OC(C[N+](C)(C)CCO)COCCCCCCCCCCCCCC